O[C@@H](CN1C[C@@H]2[C@H](C1)CC(C2)OC2=CC=CC=C2)C2=NC=C(C=C2)O (3ar,5r,6as)-2-((S)-2-hydroxy-2-(5-hydroxypyridin-2-yl)ethyl)-5-phenoxyhexahydrocyclopenta[c]pyrrol